Cholin-HCl Cl.OCC[N+](C)(C)C